OCCOC1(C(=C2C=CC(C=C2C=C1)(C1=CC=C(C=C1)C)C1=CC=C(C=C1)C)C1=CC=CC2=CC=CC=C12)OCCO 2,2-bis(2-hydroxyethoxy)-6,6-bis(4-methylphenyl)-1,1-binaphthyl